C1(CC1)C1=CC(=NN1)NC1=NC(=NC2=CC=CC=C12)NC=1C=C2CC(NC2=CC1)=O 5-((4-((5-cyclopropyl-1H-pyrazol-3-yl)amino)quinazolin-2-yl)amino)indolin-2-one